1,3,5-tri(4-(phenylpropenoyl)phenyl)benzene C1(=CC=CC=C1)C=CC(=O)C1=CC=C(C=C1)C1=CC(=CC(=C1)C1=CC=C(C=C1)C(C=CC1=CC=CC=C1)=O)C1=CC=C(C=C1)C(C=CC1=CC=CC=C1)=O